C1(CCC1)CC(=O)NC=1C=C(SC1)C1=CN=CC(=N1)C1=CC(=C(C(=O)N(C)CCN(C)C)C=C1)OC 4-(6-(4-(2-cyclobutylacetamido)thiophen-2-yl)pyrazin-2-yl)-N-(2-(dimethylamino)ethyl)-2-methoxy-N-methylbenzamide